(E)-ethyl 3-amino-4-methyl-4-(thiazol-2-yl)pent-2-enoate N/C(=C/C(=O)OCC)/C(C)(C=1SC=CN1)C